CC1=CCC(CC1)C(CC1C(CCC1)=O)C 2-(2-(4-methyl-3-cyclohexen-1-yl)-propyl)cyclopentanone